(R)-1-(4-chlorophenyl)-2,2-difluoroethan-1-amine hydrochloride salt Cl.ClC1=CC=C(C=C1)[C@H](C(F)F)N